C(=O)O.C(C)(C)C1=NN(C(C=2N1C1=C(C2)C=CS1)=O)CC(=O)NC1=CC=C2C=NN(C2=C1)C 2-(8-isopropyl-5-oxothieno[3',2':4,5]pyrrolo[1,2-d][1,2,4]triazin-6(5H)-yl)-N-(1-methyl-1H-indazol-6-yl)acetamide formate